4-((2-methyl-5-((3-nitrophenyl)carbamoyl)phenyl)sulfonamido)benzoic acid CC1=C(C=C(C=C1)C(NC1=CC(=CC=C1)[N+](=O)[O-])=O)S(=O)(=O)NC1=CC=C(C(=O)O)C=C1